C1(=CC=CC=C1)C1=C(C=C(C=C1)C1=CC=CC=C1)C1=CC=CC=2OC3=C(C21)C(=CC=C3)Cl 1-([1,1':4',1''-terphenyl]-2'-yl)-9-chlorodibenzo[b,d]furan